1-[5-methyl-1-[4-(trifluoromethoxy)phenyl]pyrazol-4-yl]piperazine CC1=C(C=NN1C1=CC=C(C=C1)OC(F)(F)F)N1CCNCC1